COC1=CC=C(C=C1)COC=1C=NC=CC1C#CC1=C2C=C(N=CC2=C(N=C1)NC)NC1=CC=CC(=N1)OCCCCO 4-[[6-[[5-[2-[3-[(4-methoxyphenyl)methoxy]-4-pyridyl]ethynyl]-8-(methylamino)-2,7-naphthyridin-3-yl]amino]-2-pyridyl]oxy]butan-1-ol